ClC1=C(C=CC=C1)CC(=O)NC1=CC(=C2C=CC(=NC2=C1)C1CC1)S(N)(=O)=O 2-(2-chlorophenyl)-N-(2-cyclopropyl-5-sulfamoylquinolin-7-yl)acetamide